triaziridine propionate C(CC)(=O)O.N1NN1